7-Oxa-2,5-diazaspiro[3.4]octan-6-one C1NCC12NC(OC2)=O